C(CCCCCCCCCCC)(=O)OCCCCCCCCCCCCCCCCCCCC cosyl laurate